O=C1NC(CCC1NC=1C=C(C=CC1F)C#CCNC(C1=NC=C(C=C1)C=1N=CC2=C(C=CC=C2C1)C1=CC2=C(C(=N1)C(C)C)N(C(N2C)=O)C)=O)=O N-(3-(3-((2,6-Dioxopiperidin-3-yl)amino)-4-fluorophenyl)prop-2-yn-1-yl)-5-(8-(4-isopropyl-1,3-dimethyl-2-oxo-2,3-dihydro-1H-imidazo[4,5-c]pyridin-6-yl)isoquinolin-3-yl)picolinamide